CS(=O)(=O)OC[C@H](O)[C@H]1OC(OC1)(C)C (S)-2-((S)-2,2-dimethyl-1,3-dioxolan-4-yl)-2-hydroxyethyl Methanesulfonate